5-fluoro-4-methoxypyrimidine-2-carboxylic acid, sodium salt [Na+].FC=1C(=NC(=NC1)C(=O)[O-])OC